1-Naphthylacetamide C1(=CC=CC2=CC=CC=C12)CC(=O)N